P(O)(O)(=S)O[C@H]1[C@H]([C@@](O[C@@H]1CO)(N1C(=O)N=C(N)C=C1)F)O fluoro cytidine-3'-phosphorothioate